1-(1-(4-(5-(difluoromethyl)-1,3,4-oxadiazol-2-yl)-2-fluorobenzyl)-4-phenyl-1H-1,2,3-triazol-5-yl)-N,N-dimethylamine FC(C1=NN=C(O1)C1=CC(=C(CN2N=NC(=C2CNC)C2=CC=CC=C2)C=C1)F)F